5-methyl-N-[(1s,4s)-4-{[2-(trifluoromethyl)imidazo[1,2-a]pyridin-5-yl]amino}cyclohexyl]-1H-pyrazole-4-carboxamide CC1=C(C=NN1)C(=O)NC1CCC(CC1)NC1=CC=CC=2N1C=C(N2)C(F)(F)F